BrC1=CC(=CC(=N1)NC(=O)[C@H]1N(C[C@@H](C1)F)C(=O)OC(C)(C)C)C(F)(F)F tert-Butyl (2S,4R)-2-((6-bromo-4-(trifluoromethyl)pyridin-2-yl)carbamoyl)-4-fluoropyrrolidine-1-carboxylate